[[2-[(2R,5S)-5-methyl-2-(1H-pyrazolo[4,3-b]pyridin-5-yl)-1-piperidyl]-2-oxo-acetyl]amino]pyridine-3-carboxamide C[C@H]1CC[C@@H](N(C1)C(C(=O)NC1=NC=CC=C1C(=O)N)=O)C1=CC=C2C(=N1)C=NN2